2-chloro-4-fluoro-5-nitro-benzaldehyde ClC1=C(C=O)C=C(C(=C1)F)[N+](=O)[O-]